tert-butyl 4-[1-(2,6-dibenzyloxy-3-pyridyl)-3-methyl-2-oxo-benzimidazol-5-yl]-3-oxo-piperazine-1-carboxylate C(C1=CC=CC=C1)OC1=NC(=CC=C1N1C(N(C2=C1C=CC(=C2)N2C(CN(CC2)C(=O)OC(C)(C)C)=O)C)=O)OCC2=CC=CC=C2